6-hydroxy-N-methyl-1,2,3,4-tetrahydroisoquinoline-2-carboxamide OC=1C=C2CCN(CC2=CC1)C(=O)NC